biazulenyl acrylate C(C=C)(=O)O.C1(=CC=C2C=CC=CC=C12)C1=CC=C2C=CC=CC=C12